2-(4-(2-(4-chloro-2-fluorophenyl)-2-methylbenzo[d][1,3]dioxol-4-yl)benzyl)-1-((1-ethyl-1H-imidazol-5-yl)methyl)-1H-benzo[d]imidazol-6-carboxylic Acid ClC1=CC(=C(C=C1)C1(OC2=C(O1)C=CC=C2C2=CC=C(CC1=NC3=C(N1CC1=CN=CN1CC)C=C(C=C3)C(=O)O)C=C2)C)F